C(C)(C)(C)C1=NN(C(=C1)NC(=O)NC1=C(C=C(C=C1)OC1=CC=NC=2NC(C=NC21)=O)SC)C2=CC=C(C=C2)CN2CCOCC2 1-(3-(tert-butyl)-1-(4-(morpholinomethyl)phenyl)-1H-pyrazol-5-yl)-3-(2-(methylthio)-4-((3-oxo-3,4-dihydropyrido[2,3-b]pyrazin-8-yl)oxy)phenyl)urea